C1(=CC=CC=C1)P(C1=C(C=CC(=C1)O)O)C1=CC=CC=C1 diphenyl-(2,5-dihydroxyphenyl)phosphine